benzyl ((S)-1-(((S)-hex-1-yn-3-yl)amino)-4-methyl-1-oxopentan-2-yl)carbamate C#C[C@H](CCC)NC([C@H](CC(C)C)NC(OCC1=CC=CC=C1)=O)=O